ClC1=C(C=CC=C1)C1=CC(OC2=CC(=CC=C12)O[C@@H](C(=O)N1C[C@H](CCC1)C#N)C)=O (3S)-1-[(2R)-2-[4-(2-chlorophenyl)-2-oxo-chromen-7-yl]oxypropanoyl]piperidine-3-carbonitrile